OC=1C=C(C=CC1O)[C@H]1OC2=CC(=CC(=C2C([C@@H]1O)=O)O)O (2R,3R)-2-(3,4-dihydroxyphenyl)-3,5,7-trihydroxychroman-4-one